COC([C@@H](C)Cl)=O |o1:3| (R) or (S)-2-chloropropionic acid methyl ester